3-(2-aminopyridin-4-yl)-N-isopropyl-4-((4-(trifluoromethyl)phenyl)amino)benzamide NC1=NC=CC(=C1)C=1C=C(C(=O)NC(C)C)C=CC1NC1=CC=C(C=C1)C(F)(F)F